(8-methoxy-5,6-dihydrobenzo[h]quinazolin-2-yl)-4-(3-(3-methylisoxazol-5-yl)ureido)benzamide COC=1C=CC2=C(CCC=3C=NC(=NC23)C2=C(C(=O)N)C=CC(=C2)NC(=O)NC2=CC(=NO2)C)C1